FC1=C(C=CC=C1)C1=NN=C2N1C1=CC=CC=C1C(=N2)N(C2=CC=CC=C2)C (2-fluorophenyl)-N-methyl-N-phenyl-[1,2,4]triazolo[4,3-a]quinazolin-5-amine